O[C@H]1CN(CC1)C1=C(C=C2C(=N1)N=C(O2)N2CCOCC2)C(=O)NC=2N=C(OC2)C2=CC(=NC=C2)C (R)-5-(3-Hydroxypyrrolidin-1-yl)-N-(2-(2-methylpyridin-4-yl)oxazol-4-yl)-2-morpholinooxazolo[4,5-b]pyridine-6-carboxamide